[I-].[I-].NCCC1=CNC=N1 Histamine diiodide salt